OCCN1CC2=C(CC1)N(C(=N2)C(=O)OC)C methyl 5-(2-hydroxyethyl)-1-methyl-4,5,6,7-tetrahydro-1H-imidazo[4,5-c]pyridine-2-carboxylate